C/C(/C=O)=C\CCC1=COC=C1 (E)-2-Methyl-5-(3-furyl)-2-pentenal